5-benzyl-7,7-dimethyl-4,5,6,7-tetrahydrothieno[3,2-c]pyridine-2-carboxylic acid ethyl ester C(C)OC(=O)C1=CC=2CN(CC(C2S1)(C)C)CC1=CC=CC=C1